3-(3-chloro-5-(4-methylbenzoyl-oxy)benzylideneamino)benzoic acid ClC=1C=C(C=NC=2C=C(C(=O)O)C=CC2)C=C(C1)OC(C1=CC=C(C=C1)C)=O